3-(Dinonylamino)-1-(4-(3-((2-(dinonylamino)ethyl)(nonyl)amino)propanoyl)piperazin-1-yl)propan-1-one C(CCCCCCCC)N(CCC(=O)N1CCN(CC1)C(CCN(CCCCCCCCC)CCN(CCCCCCCCC)CCCCCCCCC)=O)CCCCCCCCC